N-(4-(1H-imidazol-1-yl)benzyl)-3-((dimethylamino)methyl)-N-(3-methoxybenzyl)aniline N1(C=NC=C1)C1=CC=C(CN(C2=CC(=CC=C2)CN(C)C)CC2=CC(=CC=C2)OC)C=C1